N-[4-[[(5,6,7,8-tetrahydro-5,5,8,8-tetramethyl-2-naphthalenyl)amino]methyl]phenyl]-acetamide CC1(C=2C=CC(=CC2C(CC1)(C)C)NCC1=CC=C(C=C1)NC(C)=O)C